COC=1C=CC2=C(C3NC(N(C(O2)(C3)C)C=3C=C(C(=O)O)C=CC3)=O)C1 3-(8-methoxy-2-methyl-4-oxo-5,6-dihydro-2H-2,6-methanobenzo[g][1,3,5]oxadiazocine-3(4H)-yl)benzoic acid